[5-(6-methoxypyrimidin-4-yl)-1-(oxazolidin-2-yl)pyrazole-3-carbonyl]-N-(4-methylcyclohexyl)piperidine-4-carboxamide COC1=CC(=NC=N1)C1=CC(=NN1C1OCCN1)C(=O)N1CCC(CC1)C(=O)NC1CCC(CC1)C